tert-Butyl (2S)-2-[(2-{[(2S,5R)-6-benzyloxy-7-oxo-1,6-diazabicyclo[3.2.1]oct-2-yl]carbonyl}hydrazinyl)carbonyl]-5-oxopyrrolidine-1-carboxylate C(C1=CC=CC=C1)ON1[C@@H]2CC[C@H](N(C1=O)C2)C(=O)NNC(=O)[C@H]2N(C(CC2)=O)C(=O)OC(C)(C)C